CC1=CCCC(=CCC(C=CC1)(C)C)C 2,6,6,9-tetramethyl-1,4,8-cycloundecatriene